2-[3-methoxy-4-(4-methyl-1-piperazinyl)phenylamino]-4-(3-quinolylamino)pyrimidine COC=1C=C(C=CC1N1CCN(CC1)C)NC1=NC=CC(=N1)NC=1C=NC2=CC=CC=C2C1